N-{3-[2-(2-aminopyridin-3-yl)-3-[4-({[2-(4-formyl-3-hydroxyphenyl)ethyl]amino}methyl)phenyl]imidazo[4,5-b]pyridin-5-yl]phenyl}acetamide NC1=NC=CC=C1C1=NC=2C(=NC(=CC2)C=2C=C(C=CC2)NC(C)=O)N1C1=CC=C(C=C1)CNCCC1=CC(=C(C=C1)C=O)O